O=C1N(CC2=CC(=CC=C12)O[C@@H]1[C@H](CCCC1)N1CC(C1)C1=CC=CC=C1)[C@@H]1C(N(C(CC1)=O)COCC[Si](C)(C)C)=O (S)-3-(1-oxo-5-(((1S,2S)-2-(3-phenylazetidin-1-yl)cyclohexyl)oxy)isoindolin-2-yl)-1-((2-(trimethylsilyl)ethoxy)methyl)piperidine-2,6-dione